CC1(S(CCC(C1)NC(C(=O)C1=C(C(=C(N1C)C)C(=O)NC1=CC(=C(C=C1)F)C)C)=O)(=O)=O)C 5-(2-((2,2-dimethyl-1,1-dioxidotetrahydro-2H-thiopyran-4-yl)amino)-2-oxoacetyl)-N-(4-fluoro-3-methylphenyl)-1,2,4-trimethyl-1H-pyrrole-3-carboxamide